2-((Dimethylamino)methyl)-1-(hydroxymethyl)-5-methyl-N-(1-(naphthalen-1-yl)ethyl)-1H-indole-6-carboxamide CN(C)CC=1N(C2=CC(=C(C=C2C1)C)C(=O)NC(C)C1=CC=CC2=CC=CC=C12)CO